ClC1=C2C(=NC(=C1)C(F)(F)F)C=CS2 7-chloro-5-(trifluoromethyl)thieno[3,2-b]pyridine